trans-rac-N-(2-Chloro-5-(2,2-dichloro-3-(3,5-dichlorophenyl)cyclopropane-1-carboxamido)phenyl)-3-(trifluoromethyl)benzamide ClC1=C(C=C(C=C1)NC(=O)[C@@H]1C([C@H]1C1=CC(=CC(=C1)Cl)Cl)(Cl)Cl)NC(C1=CC(=CC=C1)C(F)(F)F)=O |r|